2-((3,5-diisopropyloxybenzylamino)pyrimidin-5-yl)(2-(2-hydroxypropan-2-yl)azetidin-1-yl)methanone (S)-but-3-en-2-yl-phenyl-((S)-but-3-en-2-yl)phosphoramidate C[C@@H](C=C)C1=C(C=CC=C1)N(P(O)(O)=O)[C@@H](C)C=C.C(C)(C)OC=1C=C(CNC2=NC=C(C=N2)C2(N(CC2)C=O)C(C)(C)O)C=C(C1)OC(C)C